2,3-dibromophenanthrene BrC1=CC=2C=CC3=CC=CC=C3C2C=C1Br